4-(dimethylamino)benzene-1-thiol CN(C1=CC=C(C=C1)S)C